FC(S(=O)(=O)OC=1C=CC2=C(CCCNC2=O)C1)(F)F (1-oxo-2,3,4,5-tetrahydro-2-benzazepine-7-yl) trifluoromethanesulfonate